C1CCC2=C(C=CC=C12)C1=C(C=C2C(=N1)C(=NN2)C=2C=CC(=NC2)C2CN(CC2)C(CO)=O)OC (3-(5-(5-(2,3-Dihydro-1H-inden-4-yl)-6-methoxy-1H-pyrazolo[4,3-b]pyridin-3-yl)pyridin-2-yl)pyrrolidin-1-yl)-2-hydroxyethan-1-one